methyl 2-((6-(2-(4-chloro-2-fluorophenyl)-2-methylbenzo[d][1,3]dioxan-4-yl)-3-azabicyclo[3.1.0]hexane-3-yl) methyl)-1-(((S)-oxetan-2-yl) methyl)-1H-benzo[d]imidazole-6-carboxylate ClC1=CC(=C(C=C1)C1(OC(C2=C(O1)C=CC=C2)C2C1CN(CC21)CC2=NC1=C(N2C[C@H]2OCC2)C=C(C=C1)C(=O)OC)C)F